ClC=1C(=NC(=NC1)N[C@@H]1C[C@]2(CO[C@@H]([C@H]1O)O2)C)C=2C=C(C1=C(N(C(=N1)C(C)(C)O)C(C)C)C2)F (1S,3R,4S,5R)-3-((5-chloro-4-(4-fluoro-2-(2-hydroxypropan-2-yl)-1-isopropyl-1H-benzo[d]imidazol-6-yl)pyrimidin-2-yl)amino)-1-methyl-6,8-dioxabicyclo[3.2.1]octan-4-ol